FC1CN(C1)C(CN1C(N(C2=NC=C(C=C21)C2=C(C(=C(C=C2)F)C)F)C)=O)=O 1-[2-(3-fluoroazetidin-1-yl)-2-oxo-ethyl]-6-(2,4-difluoro-3-methyl-phenyl)-3-methyl-imidazo[4,5-b]pyridin-2-one